(S)-1-(3,7,8,9-tetrahydropyrano[3,2-e]indol-1-yl)propan-2-amine C1(=CNC=2C=CC3=C(C12)CCCO3)C[C@H](C)N